OC1=C2C3C(C(OC2=CC(=C1C(=O)N(C)CC1=NOC=C1)CCCCC)(C)C)CCC(=C3)C 1-hydroxy-N-(isoxazol-3-ylmethyl)-N,6,6,9-tetramethyl-3-pentyl-6a,7,8,10a-tetrahydro-6H-benzo[c]chromene-2-carboxamide